NC=1C=C(C=CC1)C(C(F)(F)F)(C(F)(F)F)C1=CC(=CC=C1)N 2,2-bis(3-aminophenyl)-1,1,1,3,3,3-Hexafluoropropane